N,N-bis(4-phenyl-butyl)-hydroxylamine C1(=CC=CC=C1)CCCCN(O)CCCCC1=CC=CC=C1